cyclopropyl-methanol C1(CC1)CO